ClC1=C(C=CC=C1)N1C(=NN=C1)C1=CC=CC(=N1)N1CC=2C(=NC(=CC2C1=O)N(C)C(C)C)COC(NC)=O ((2-(6-(4-(2-chlorophenyl)-4H-1,2,4-triazol-3-yl)pyridin-2-yl)-6-(isopropyl(methyl)amino)-1-oxo-2,3-dihydro-1H-pyrrolo[3,4-c]pyridin-4-yl)methyl)(methyl)carbamate